N-{3-[1-(2-nitrophenyl)-1H-pyrrol-2-yl]-allylidene}-aminoguanidinium acetate C(C)(=O)[O-].[N+](=O)([O-])C1=C(C=CC=C1)N1C(=CC=C1)C=CC=NC(=[NH+]N)N